(3-Oxo-2,3-dihydroisoxazolo[4,5-b]pyridin-7-yl)carbamic acid tert-butyl ester C(C)(C)(C)OC(NC1=C2C(=NC=C1)C(NO2)=O)=O